NC1=CC=C(C(=N1)CC)N1C(CCC2=CC=CC=C12)=O (6-amino-2-ethylpyridin-3-yl)-3,4-dihydroquinolin-2(1H)-one